N1N=CC2=CC=C(C=C12)C#CC1=NN(C2=NC=NC(=C21)N)[C@@H]2CN[C@H](C2)COC 3-((1H-indazol-6-yl)ethynyl)-1-((3S,5R)-5-(methoxymethyl)pyrrolidin-3-yl)-1H-pyrazolo[3,4-d]pyrimidin-4-amine